2H-benzo[d]imidazol-2-one N=1C(N=C2C1C=CC=C2)=O